C(#N)COC1=C(C(=C(C=C1)C1=CN=C(N1C)C(=O)NC1=CC(=C(C=C1)C(NCCNC(N[C@H]1CNC[C@@H]1O)=O)=O)C)F)F 5-[4-(Cyanomethoxy)-2,3-difluorophenyl]-N-[4-[2-[[(3S,4S)-4-hydroxypyrrolidin-3-yl]carbamoylamino]ethylcarbamoyl]-3-methylphenyl]-1-methylimidazol-2-carboxamid